C(C)(C)(C)OC(=O)N1CCN(CC1)C1=CC=C(C=C1)C1=CC(=C2CN(C(C2=C1)=O)C(C(=O)[Li])C1=C2N(C=N1)C[C@@H](C2)F)F [2-[6-[4-(4-tert-butoxycarbonylpiperazin-1-yl)phenyl]-4-fluoro-1-oxo-isoindolin-2-yl]-2-[(6R)-6-fluoro-6,7-dihydro-5H-pyrrolo[1,2-c]imidazol-1-yl]acetyl]lithium